tributyl-(hexyl)phosphine caprate OC(=O)CCCCCCCCC.C(CCC)P(CCCCCC)(CCCC)CCCC